C(C1=CC=CC=C1)OC[C@@H]1OCC[C@@H](C1)NCC1=C(C=C(C=C1)OC)OC Cis-2-((benzyloxy)methyl)-N-(2,4-dimethoxybenzyl)tetrahydro-2H-pyran-4-amine